NC=1N=C(SC1C(C1=CC=C(C=C1)OC(F)F)=O)N(C1=CC=C(C=C1)OC)[C@H](C(=O)N)C (S)-2-(N-[4-Amino-5-[4-(difluoromethoxy)benzoyl]thiazol-2-yl]-4-methoxyanilino)propanamid